methyl 2-(3-(1-((3-cyclohexylphenyl) sulfonyl) piperidin-3-yl) phenoxy)-2-methylpropionate C1(CCCCC1)C=1C=C(C=CC1)S(=O)(=O)N1CC(CCC1)C=1C=C(OC(C(=O)OC)(C)C)C=CC1